OCC1=CC(=C2CCN(C(C2=C1)=O)[C@@H]1C=2C=C(C=NC2CCC1)OC)C=1C(=NN(C1)C)C(F)(F)F (S)-7-(hydroxymethyl)-2-(3-methoxy-5,6,7,8-tetrahydroquinolin-5-yl)-5-(1-methyl-3-(trifluoromethyl)-1H-pyrazol-4-yl)-3,4-dihydroiSoquinolin-1(2H)-one